BrC(Br)(Br)Br perbromomethane